acetyltertiary leucine C(C)(=O)N[C@@H](C(C)(C)C)C(=O)O